N-[4-[[dimethyl(oxo)-λ6-sulfanylidene]amino]-3-methoxy-phenyl]-5-methyl-4-(7-methyl-1H-indol-3-yl)pyrimidin-2-amine CS(=O)(C)=NC1=C(C=C(C=C1)NC1=NC=C(C(=N1)C1=CNC2=C(C=CC=C12)C)C)OC